N-phenyl-2-(5-(trifluoromethyl)-1,2,4-oxadiazol-3-yl)-4,7-dihydrothieno[2,3-c]pyridine-6(5H)-carboxamide C1(=CC=CC=C1)NC(=O)N1CC2=C(CC1)C=C(S2)C2=NOC(=N2)C(F)(F)F